CN1C=C(C=2C1=CN=CC2)B2OC(C)(C)C(C)(C)O2 1-methylpyrrolo[2,3-c]Pyridine-3-boronic acid pinacol ester